FC(CN1N=NC2=C1C=C(C=C2F)C=2C=CN1N=C(N=C(C12)OC)N[C@H]1C(CN(CC1)C(C)=O)(F)F)F (R)-1-(4-((5-(1-(2,2-Difluoroethyl)-4-fluoro-1H-benzo[d][1,2,3]triazol-6-yl)-4-methoxypyrrolo[2,1-f][1,2,4]triazin-2-yl)amino)-3,3-difluoropiperidin-1-yl)ethan-1-one